5-bromo-6-(((2S,4S,5R)-4-hydroxy-5-(hydroxymethyl)-5-vinyltetrahydrofuran-2-yl)amino)pyrimidin-2(1H)-one BrC=1C=NC(NC1N[C@H]1O[C@]([C@H](C1)O)(C=C)CO)=O